4'-[benzene-1,3,5-triyl-tri(acetylene-2,1-diyl)]tribenzaldehyde C1(=CC(=CC(=C1)C#CC1=C(C=O)C=CC=C1)C#CC1=C(C=O)C=CC=C1)C#CC1=C(C=O)C=CC=C1